C(C)(C)(C)C1=CC(=C(C=C1)C1=CC(C(=C(N1)C)C(C)(C)O)=O)C 6-(4-tert-butyl-2-methyl-phenyl)-3-(1-hydroxy-1-methyl-ethyl)-2-methyl-1H-pyridin-4-one